C(C)(C)OC(=O)C1=CC2=C(C(N(C=C2)C)=O)N1S(=O)(=O)C1=CC=CC=C1 6-methyl-7-oxo-1-(phenylsulfonyl)-6,7-dihydro-1H-pyrrolo[2,3-c]pyridine-2-carboxylic acid isopropyl ester